C12CCC=CCCC=CCCC2O1 13-oxabicyclo[10.1.0]trideca-4,8-diene